BrC1=CC=C2C(CCN(C2=N1)C)NC[C@@H]1CCC(N1)=O |r| rac-(5S)-5-[[(7-bromo-1-methyl-3,4-dihydro-2H-1,8-naphthyridin-4-yl)amino]methyl]pyrrolidin-2-one